5-[[2-(2,6-dioxo-3-piperidyl)-1,3-dioxo-isoindolin-5-yl]amino]pentanoic acid O=C1NC(CCC1N1C(C2=CC=C(C=C2C1=O)NCCCCC(=O)O)=O)=O